NCC1=CC=C(C=C1)NC1=C(C=C(C=C1)C1=CC=CC=2OCCOC21)OC (4-Aminomethyl-phenyl)-[4-(2,3-dihydro-benzo[1,4]dioxin-5-yl)-2-methoxy-phenyl]-amine